(5-bromo-2-fluorophenyl)(methyl)sulfane BrC=1C=CC(=C(C1)SC)F